CCCCC/C=C\\CC(/C=C/C=C\\C/C=C\\C/C=C\\CCC(=O)O)OO The molecule is a docosanoid that is (4Z,7Z,10Z,12E,16Z)-docosapentaenoic acid carrying a hydroperoxy substituent at position 14. It is a docosanoid, a hydroperoxy fatty acid and a long-chain fatty acid. It derives from a (4Z,7Z,10Z,13Z,16Z)-docosa-4,7,10,13,16-pentaenoic acid. It is a conjugate acid of a (4Z,7Z,10Z,12E,16Z)-14-hydroperoxydocosapentaenoate.